C(C)(=O)C1=NN(C2=CC=C(C=C12)C1=CC=C(C=C1)C)CC(=O)N1[C@@H](C[C@H](C1)F)C(=O)NC1=NC(=CC=C1)Br (2S,4R)-1-(2-(3-acetyl-5-(p-tolyl)-1H-indazol-1-yl)acetyl)-N-(6-bromopyridin-2-yl)-4-fluoropyrrolidine-2-carboxamide